5-(4-(aminomethyl)phenyl)-7-isopropylimidazo[5,1-f][1,2,4]triazin-4-amine NCC1=CC=C(C=C1)C=1N=C(N2N=CN=C(C21)N)C(C)C